(3-chloro-7-hydroxyquinolin-4-yl)-(4-{2-[3-(fluoromethyl)azetidin-1-yl]ethoxy}phenyl)methanone ClC=1C=NC2=CC(=CC=C2C1C(=O)C1=CC=C(C=C1)OCCN1CC(C1)CF)O